NC(COCCOCC)N Diamino-3,6-dioxaoctan